3,4-Dimethoxymandelic acid methyl ester COC(C(O)C1=CC(=C(C=C1)OC)OC)=O